tert-butyl 3-(1-bromo-2-oxoethyl)piperidine-1-carboxylate BrC(C=O)C1CN(CCC1)C(=O)OC(C)(C)C